2-(6-(3-aminopyrrolidin-1-yl)-4-methoxypyridin-2-yl)-4-(2-fluoro-6-methoxyphenyl)-2,3-dihydro-1H-pyrrolo[3,4-c]pyridin-1-one NC1CN(CC1)C1=CC(=CC(=N1)N1CC=2C(=NC=CC2C1=O)C1=C(C=CC=C1OC)F)OC